(E)-3-(difluoromethyl)-4-((5-(dimethylamino)thiophen-2-yl)methylene)isoxazol-5(4H)-one FC(C\1=NOC(/C1=C/C=1SC(=CC1)N(C)C)=O)F